C(#N)C=1C=CC(=NC1)NC(OC(C)(C)C)=O tert-butyl (5-cyanopyridin-2-yl)carbamate